CN(C(/C=C/CC[C@@H](C(=O)NC=1C(N(C=CC1)CC1=CC2=NC(=C(C(=C2N1)CC(C)C)F)C)=O)NC(OC)=O)=O)C methyl (S,E)-(7-(dimethylamino)-1-((1-((6-fluoro-7-isobutyl-5-methyl-1H-pyrrolo[3,2-b]pyridin-2-yl)methyl)-2-oxo-1,2-dihydropyridin-3-yl)amino)-1,7-dioxohept-5-en-2-yl)carbamate